N1-(2-(piperazin-1-yl)ethyl)ethane-1,2-diamine N1(CCNCC1)CCNCCN